tert-butyl 4-(2-(methoxymethyl)-5-(4,4,5,5-tetramethyl-1,3,2-dioxaborolan-2-yl)pyridin-3-yl)piperazine-1-carboxylate COCC1=NC=C(C=C1N1CCN(CC1)C(=O)OC(C)(C)C)B1OC(C(O1)(C)C)(C)C